mercaptopyridine N-oxide SC1=[N+](C=CC=C1)[O-]